[Si](C)(C)(C(C)(C)C)OC=1C=C2C(=NN(C2=CC1)C1OCCCC1)C1=CN=CC(=N1)C(C)O 1-[6-[5-[tert-butyl(dimethyl)silyl]oxy-1-tetrahydropyran-2-yl-indazol-3-yl]pyrazin-2-yl]ethanol